CN1C(=C2OC[C@H]3[C@@H](NS(C2=C1)(=O)=O)CN(C3)C(=O)OC(C)(C)C)C(NC3=CC(=C(C(=C3)F)F)F)=O tert-butyl (3aR,10aR)-7-methyl-8-((3,4,5-trifluorophenyl)carbamoyl)-3a,4,10,10a-tetrahydro-1H,7H-dipyrrolo[3,4-b:3',4'-f][1,4,5]oxathiazocine-2(3H)-carboxylate 5,5-dioxide